5-(1-isopropyl-2-methyl-1H-imidazo[4,5-b]pyridin-6-yl)-N-(cis-4-methoxycyclohexyl)pyrrolo[2,1-f][1,2,4]triazin-2-amine C(C)(C)N1C(=NC2=NC=C(C=C21)C=2C=CN1N=C(N=CC12)N[C@@H]1CC[C@@H](CC1)OC)C